(1-(6-(quinolin-3-yl)pyridin-2-yl)piperidin-4-yl)methylamine N1=CC(=CC2=CC=CC=C12)C1=CC=CC(=N1)N1CCC(CC1)CN